3-amino-6-(aminomethyl)-1,2,4-triazin-5(4H)-one acetate C(C)(=O)O.NC1=NN=C(C(N1)=O)CN